ClC=1C=C2C(=NC(=NC2=C(C1C1=C(C=CC=C1OCCCCCCC=O)F)F)OC[C@H]1N(CCC1)C)N1C[C@H](N(CC1)C(=O)OCC1=CC=CC=C1)CC#N (2R)-benzyl 4-(6-chloro-8-fluoro-7-(2-fluoro-6-((7-oxoheptyl)oxy)-phenyl)-2-(((S)-1-methylpyrrolidin-2-yl)methoxy)quinazolin-4-yl)-2-(cyanomethyl)piperazine-1-carboxylate